N-(4-acetamidophenethyl)-6-(5-cyano-1H-pyrazolo[3,4-b]pyridin-1-yl)-4-(isopropylamino)nicotinamide C(C)(=O)NC1=CC=C(CCNC(C2=CN=C(C=C2NC(C)C)N2N=CC=3C2=NC=C(C3)C#N)=O)C=C1